C1=CCCC1 cyclopentene